ClC1=CC=C(CNC(NC2CC3(CC(C3)NS(=O)(=O)C3=CC=CC=C3)C2)=O)C=C1 N-(6-(3-(4-chlorobenzyl)ureido)spiro[3.3]hept-2-yl)benzenesulfonamide